bis(isopropylcyclopentadienyl)tin C(C)(C)C1(C=CC=C1)[Sn]C1(C=CC=C1)C(C)C